N-(2,2-Difluoroethyl)-5-fluoro-N-isopropyl-2-((4-(7-(((2S,5R)-5-(methylsulfonamido)tetrahydro-2H-pyran-2-yl)methyl)-2,7-diazaspiro[3.5]nonan-2-yl)pyrimidin-5-yl)oxy)benzamide FC(CN(C(C1=C(C=CC(=C1)F)OC=1C(=NC=NC1)N1CC2(C1)CCN(CC2)C[C@H]2OC[C@@H](CC2)NS(=O)(=O)C)=O)C(C)C)F